C[C@@H]1O[C@H](CN(C1)CCNC(C1=CN=C(C(=C1)NC1=NN(C2=NC(=NC=C21)NC2=CC(=NC=C2)N2CCC(CC2)CCO)C)C)=O)C N-(2-((2S,6S)-2,6-dimethylmorpholino)ethyl)-5-((6-((2-(4-(2-hydroxyethyl)piperidin-1-yl)pyridin-4-yl)amino)-1-methyl-1H-pyrazolo[3,4-d]pyrimidin-3-yl)amino)-6-methylnicotinamide